tert-butyl 4-[7-(2,8-dimethylimidazo[1,2-b]pyridazin-6-yl)-5-oxo-thiazolo[3,2-a]pyrimidin-2-yl]-4-hydroxy-piperidine-1-carboxylate CC=1N=C2N(N=C(C=C2C)C=2N=C3N(C(C2)=O)C=C(S3)C3(CCN(CC3)C(=O)OC(C)(C)C)O)C1